(5-bromo-2-((2-methoxyethoxy)methoxy)benzyl)pyridine BrC=1C=CC(=C(CC2=NC=CC=C2)C1)OCOCCOC